BrC=1C=CC(=C(C(=O)[O-])C1)C(C(C)C)=O 5-bromo-2-isobutyrylbenzoate